9,9'-(5-(4,6-diphenyl-1,3,5-triazin-2-yl)-1,3-phenylene)bis(3,6-bis(2,6-dimethylphenyl)-9H-carbazole) C1(=CC=CC=C1)C1=NC(=NC(=N1)C1=CC=CC=C1)C=1C=C(C=C(C1)N1C2=CC=C(C=C2C=2C=C(C=CC12)C1=C(C=CC=C1C)C)C1=C(C=CC=C1C)C)N1C2=CC=C(C=C2C=2C=C(C=CC12)C1=C(C=CC=C1C)C)C1=C(C=CC=C1C)C